BrC=1OC2=C(C1C)C(\C(\C1(CC1)C2)=C/N(C)C)=O (Z)-2-bromo-5-[(dimethylamino)methylidene]-3-methyl-5H-spiro[[1]benzofuran-6,1'-cyclopropan]-4(7H)-one